S1C=NC=C1C=1CCN(CC1)C(=O)OC(C)(C)C tert-butyl 4-(1,3-thiazol-5-yl)-3,6-dihydro-2H-pyridine-1-carboxylate